(Z)-2-(5-((4'-methyl-[1,1'-biphenyl]-4-yl)methylene)-4-oxo-2-thioxothiazolidin-3-yl)acetic acid CC1=CC=C(C=C1)C1=CC=C(C=C1)\C=C/1\C(N(C(S1)=S)CC(=O)O)=O